FC1=C(C=CC=C1C(F)(F)F)[C@@H](C)NC=1C2=C(N=C(N1)C)N=C(C(=C2)C2(CC2)C#N)N2CCN(CC2)C(C)C (R)-1-(4-((1-(2-fluoro-3-(trifluoromethyl)phenyl)ethyl)amino)-7-(4-isopropylpiperazin-1-yl)-2-methylpyrido[2,3-d]pyrimidin-6-yl)cyclopropane-1-carbonitrile